BrC=1C=NN2C1N=C1C(=C2NC2CCC(CC2)S(=O)(=O)N)CCC12CCCC2 (1S,4S)-4-((3-bromo-6,7-dihydrospiro[cyclopenta[d]pyrazolo[1,5-a]pyrimidine-5,1'-cyclopentane]-8-yl)amino)cyclohexane-1-sulfonamide